1-(2-hydroxyethoxy)isoquinolin OCCOC1=NC=CC2=CC=CC=C12